C(C)(C)(C)OC(=O)N1[C@@H](C=C([C@H](C1)N(OCC=C)S(=O)(=O)C1=C(C=CC=C1)[N+](=O)[O-])C)C(N)=O.C(CCCCCCCCCCC)OC1=C(C(=C(C(=C1F)F)F)F)F dodecyl-oxypentafluorobenzene tert-butyl-(2S,5R)-5-(N-(allyloxy)-2-nitrophenylsulfonylamino)-2-carbamoyl-4-methyl-5,6-dihydropyridine-1(2H)-carboxylate